FC1=CC2=C(OC3=C(C(=N2)N2CCN(CC2)C)C=C(C=C3)C(F)(F)F)C=C1 8-Fluoro-11-(4-methylpiperazin-1-yl)-2-(trifluoromethyl)dibenzo[b,f][1,4]oxazepine